3-methylsulfonylpyridine-2-carboxylate CS(=O)(=O)C=1C(=NC=CC1)C(=O)[O-]